OC1=C(C=CC(=C1)OCCC)C1=NC(=NC(=N1)C1=C(C=C(C=C1)OCCC)O)C1=C(C=C(C=C1)C)C 2,4-bis(2-hydroxy-4-propyloxyphenyl)-6-(2,4-dimethyl-phenyl)-1,3,5-triazine